C(\C=C\C(=O)O)(=O)O.CC(C)OCCOCC1=CC=C(OC[C@@H](CNC(C)C)O)C=C1 |r| (+/-)-1-[4-[[2-(1-methylethoxy)ethoxy]methyl]-phenoxy]-3-[(1-methylethyl)amino]-2-propanol fumarate